COC(C1=NC=C(C=C1)OCCBr)=O 5-(2-Bromoethoxy)picolinic acid methyl ester